(S)-2-amino-3-(5-(butyryloxy)-1H-indol-3-yl)propyl butyrate C(CCC)(=O)OC[C@H](CC1=CNC2=CC=C(C=C12)OC(CCC)=O)N